C1(CC1)\C=C(\C(C)=O)/N1C=C(C2=CC=CC=C12)[N+](=O)[O-] (Z)-4-cyclopropyl-3-(3-nitro-1H-indol-1-yl)but-3-en-2-one